5-amino-2-[[(2S)-4,4-difluoro-1-methyl-pyrrolidin-2-yl]methyl]-8-(2,6-dimethyl-4-pyridinyl)-7-phenyl-[1,2,4]triazolo[4,3-c]pyrimidin-3-one NC1=NC(=C(C=2N1C(N(N2)C[C@H]2N(CC(C2)(F)F)C)=O)C2=CC(=NC(=C2)C)C)C2=CC=CC=C2